(S)-N-((4-carbamimidoylthiophen-2-yl)methyl)-7-((3-fluoro-[1,1'-biphenyl]-4-carbonyl)glycyl)-1,4-dioxa-7-azaspiro[4.4]nonane-8-carboxamide C(N)(=N)C=1C=C(SC1)CNC(=O)[C@H]1N(CC2(OCCO2)C1)C(CNC(=O)C1=C(C=C(C=C1)C1=CC=CC=C1)F)=O